FC=1C=C(C=CC1C(=O)O)B(O)O 3-Fluoro-4-Carboxyphenylboronic acid